ClC=1C(=NC(=NC1)N)NC1=C(C=CC=C1)S(=O)(=O)C(C)C 5-chloro-N4-(2-(isopropylsulfonyl)phenyl)pyrimidine-2,4-diamine